cis,cis-N',N3,N5-Tris(3-(didodecylamino)propyl)-1,3,5-trimethylcyclohexane-1,3,5-tricarboxamide C(CCCCCCCCCCC)N(CCCN(C(=O)C1(CC(CC(C1)(C(=O)NCCCN(CCCCCCCCCCCC)CCCCCCCCCCCC)C)(C(=O)N)C)C)CCCN(CCCCCCCCCCCC)CCCCCCCCCCCC)CCCCCCCCCCCC